acryloyl-4-ethylhexamethyleneimine C(C=C)(=O)N1CCC(CCC1)CC